(3R)-8-(4-acryloylpiperazin-1-yl)-l-1-(5-chloro-2,4-difluorophenyl)-3-(2-methoxyethoxy)-10-(trifluoromethyl)-3,4-dihydro-2H,6H-[1,4]thiazepino[2,3,4-ij]quinazolin-6-one C(C=C)(=O)N1CCN(CC1)C1=NC(N2C3=C(C=C(C=C13)C(F)(F)F)S(C[C@@H](C2)OCCOC)C2=C(C=C(C(=C2)Cl)F)F)=O